(S)-8-(4-chloro-2-fluorophenyl)-2,3-dimethyl-6-(5-(1-methyl-1H-pyrazol-4-yl)-4-oxa-7-azaspiro[2.5]octan-7-yl)pyrido[3,4-d]pyrimidin-4(3H)-one ClC1=CC(=C(C=C1)C1=NC(=CC2=C1N=C(N(C2=O)C)C)N2C[C@@H](OC1(CC1)C2)C=2C=NN(C2)C)F